ClC1=CC(=C(S1)C(=O)N)OCCOC 5-chloro-3-(2-methoxyethoxy)thiophene-2-carboxamide